[2-[1-(2-picolyl)-4-piperidinyl]ethyl]spiro[[1,3]dioxolo[4,5-f]isoindole-7,1'-cyclopropane]-5-one phosphate P(=O)(O)(O)O.N1=C(C=CC=C1)CN1CCC(CC1)CCC1C2(C1)NC(C=1C=C3C(=CC12)OCO3)=O